FC=1C(=NC(=NC1)C1=CCC(CC1)COC(=O)C1=CC2=C(N=CN2C[C@H]2OCC2)S1)O ((4-(5-fluoro-4-hydroxypyrimidin-2-yl) cyclohex-3-en-1-yl) methyl)-1-(((S)-oxetan-2-yl) methyl)-1H-thieno[2,3-d]imidazole-5-carboxylate